4-{[4-bromo-2-(trifluoromethyl)phenoxy]methyl}-3-methoxybenzaldehyde BrC1=CC(=C(OCC2=C(C=C(C=O)C=C2)OC)C=C1)C(F)(F)F